FC(C(C(C(F)(F)F)(F)F)(F)F)(CCOC(C=C)=O)F.N1(CCCC1)[C@@H]1CN(CC1)C=1N=CC(=NC1)C(=O)NC1=CC2=CN(N=C2C=C1OC)C (S)-5-([1,3'-bipyrrolidin]-1'-yl)-N-(6-methoxy-2-methyl-2H-indazol-5-yl)pyrazine-2-carboxamide 2-(perfluorobutyl)ethyl-Acrylate